C(C1=CC=CC=C1)N1C=C(C2=C(C=CC=C12)CO)C (1-benzyl-3-methyl-1H-indol-4-yl)methanol